3-((7-(4-amino-5-methyl-1-(((S)-morpholin-2-yl)methyl)-1H-pyrrol-2-yl)thieno[3,2-b]pyridin-2-yl)methyl)-6,6-dimethyl-3-azabicyclo[3.1.0]hexane-2,4-dione hydrochloride Cl.NC=1C=C(N(C1C)C[C@@H]1CNCCO1)C1=C2C(=NC=C1)C=C(S2)CN2C(C1C(C1C2=O)(C)C)=O